C(CCCCCCCCCCCCCC)OB(O)O n-pentadecyl-boric acid